P(OC1=CC=CC=C1)(OC1=CC=CC=C1)OCC(CCCC)CC Diphenyl mono(2-ethylhexyl) phosphite